C[C@@H]1N(C2=CC=C3C(=C2CC1)N=C(N3CCNC[C@@H]3OCCC3)CCN3C(C=CC=C3)=O)C(=O)OC methyl (S)-7-methyl-2-(2-(2-oxopyridin-1(2H)-yl)ethyl)-3-(2-((((R)-tetrahydrofuran-2-yl)methyl)amino)ethyl)-3,7,8,9-tetrahydro-6H-imidazo[4,5-f]quinoline-6-carboxylate